(2S,3S,4S,5R)-3-(3,4-difluoro-2-methoxy-phenyl)-5-isopropyl-4-methyl-tetrahydrofuran FC=1C(=C(C=CC1F)[C@H]1CO[C@@H]([C@H]1C)C(C)C)OC